ClC1=C(C=CC=C1)S(=O)(=O)NC1=NC(=C(C=C1)C=1C=C2C=NC(=NC2=C(C1)F)Cl)OC 2-chloro-N-(5-(2-chloro-8-fluoroquinazolin-6-yl)-6-methoxypyridin-2-yl)benzenesulfonamide